ClC=1C=C(C=C(C1OCC(CC)=O)Cl)C=1C(CC(NN1)=O)C 6-[3,5-dichloro-4-(2-oxobutoxy)phenyl]-5-methyl-4,5-dihydro-2H-pyridazin-3-one